[C@H]12CC(C[C@H](CC1)N2)N(C=2SC1=C(N2)SC(=N1)N1C(C=C(C=C1)N1N=CC(=C1)F)=O)C 1-(5-{[(1R,3s,5S)-8-Azabicyclo[3.2.1]octan-3-yl](methyl)amino}[1,3]thiazolo[5,4-d][1,3]thiazol-2-yl)-4-(4-fluoro-1H-pyrazol-1-yl)pyridin-2(1H)-on